O1C(=CC=C1)C1=C(C=C(CNS(=O)C(C)(C)C)C=C1)OC N-(4-(furan-2-yl)-3-methoxybenzyl)-2-methylpropane-2-sulfinamide